NC1=C(C=C(C=C1)N1CCN(CC1)C(=O)OCC1=CC=CC=C1)CCN1N=C(C(=C1Br)C#N)Br benzyl 4-(4-amino-3-(2-(3,5-dibromo-4-cyano-1H-pyrazol-1-yl)ethyl)phenyl)piperazine-1-carboxylate